C1(CCC1)NC1=NC(=CC(=C1)C(=O)OC(C)(C)C)NC1CCC1 tert-Butyl 2,6-bis(cyclobutylamino)pyridine-4-carboxylate